FC(C1C(S(=O)(=O)OC(C1C)C)C)(F)F 2-(trifluoromethyl)-1,3,4-tri(methyl)-butanesultone